6-fluoro-7-[3-(2-hydroxyethoxy)azetidin-1-yl]-4-oxo-1-(1,3-thiazol-2-yl)-1,4-dihydro-1,8-naphthyridine-3-carboxylic acid ethyl ester C(C)OC(=O)C1=CN(C2=NC(=C(C=C2C1=O)F)N1CC(C1)OCCO)C=1SC=CN1